3-[3-(2-cyano-4-fluoro-phenyl)-1-bicyclo[1.1.1]pentanyl]azetidine-1-carboxylic acid tert-butyl ester C(C)(C)(C)OC(=O)N1CC(C1)C12CC(C1)(C2)C2=C(C=C(C=C2)F)C#N